C(CC\C=C/CCCCC)CC(=O)[O-] (Z)-4-decen-1-ylacetate